P(=O)(ONC)OP(=O)[O-] methylamino diphosphonate